C(C)(=O)O[C@H]1[C@@H](SC2=CC(=C(C=C2)Cl)Cl)O[C@@H]([C@@H]([C@@H]1N=[N+]=[N-])OC(C)=O)COC(C)=O 3,4-dichlorophenyl 2,4,6-tri-O-acetyl-3-azido-3-deoxy-1-thio-α-D-galactopyranoside